C(C)C1=C(OC(=O)NCC2(CC(CC(C2)(C)C)NC([O-])=O)C)C=CC=C1 3-((ethylphenoxy)carbonylamino-methyl)-3,5,5-trimethylcyclohexylcarbamate